C(C)(C)(C)OC(=O)N[C@@H](C(=O)OC)[C@H](C)O methyl (2R,3S)-2-(tert-butoxycarbonylamino)-3-hydroxy-butanoate